N1C[C@H](OCC1)CNC(C1=CC=CC=C1)=O N-{[(2S)-morpholin-2-yl]methyl}benzamide